2-[[2,4,8,10-tetrakis(1,1-dimethylethyl)dibenzo[d,f][1,3,2]dioxaphosphepin-6-yl]oxy-ethyl]ethanamine CC(C)(C)C1=CC2=C(OP(OC3=C2C=C(C=C3C(C)(C)C)C(C)(C)C)OCCCCN)C(=C1)C(C)(C)C